BrC1=CC=C2C(=NC(N(C2=C1)C1=CC=CC=C1)=O)N(C)C 7-bromo-4-(dimethylamino)-1-phenylquinazolin-2(1H)-one